1,2,3,4-tetramethyl-imidazoline trans-formAt C(=O)O.CN1C(N(C(C1)C)C)C